C1(=CC=CC=C1)[C@@H]([C@@H](N)C1=CC=CC=C1)N (1S,2S)-1,2-diphenyl-ethylenediamine